(S)-4-(difluoromethyl)-5-(4-(3-methylmorpholino)-6-morpholino-1,3,5-triazin-2-yl)pyridin-2-amine FC(C1=CC(=NC=C1C1=NC(=NC(=N1)N1[C@H](COCC1)C)N1CCOCC1)N)F